FC(OC[C@@H]1OC2=CC=CC=C2[C@@H](C1)NC(=O)C=1C=C2[C@@H](CCOC2=CC1)N1C(N[C@](CC1=O)(C)CC)=N)F (4R)-N-[(2R,4R)-2-(difluoromethoxymethyl)chroman-4-yl]-4-[(4R)-4-ethyl-2-imino-4-methyl-6-oxo-hexahydropyrimidin-1-yl]chromane-6-carboxamide